NC=1C2=C(N=CN1)N(C(=C2C2=CC=C(C=C2)OC2=NC=C(C=N2)C)C2=CC=C(C=C2)N2C(C([C@@H](C2)C)=C)=O)C (S)-1-(4-(4-amino-7-methyl-5-(4-((5-methylpyrimidin-2-yl)oxy)phenyl)-7H-pyrrolo[2,3-d]pyrimidin-6-yl)phenyl)-4-methyl-3-methylenepyrrolidin-2-one